C1(C(C(C(C(C1[2H])([2H])[2H])([2H])[2H])([2H])[2H])([2H])[2H])([2H])C1=C(C(=NN=N1)C1=C(C=CC=C1)C=1[Se]C2=C(C1C1=C(C(=CC=3C4=CC=CC=C4CC13)C)C)C=CC=C2)C2(C(C(C(C(C2[2H])([2H])[2H])([2H])[2H])([2H])[2H])([2H])[2H])[2H] [(diphenyl-d10)triazinyl][(dimethylfluorenyl)benzoselenophenyl]benzene